C1(CCCCC1)C(=O)[O-].[Cs+] cesium cyclohexanoate